4-(((R)-4-(tert-butoxycarbonyl)piperazin-2-yl)methoxy)-6-chloro-2-((R)-2-methylmorpholino)nicotinic acid C(C)(C)(C)OC(=O)N1C[C@@H](NCC1)COC1=CC(=NC(=C1C(=O)O)N1C[C@H](OCC1)C)Cl